Methyl 2-(3-bromophenyl)-4-((tert-butyldimethylsilyl)oxy)-2-methylbutanoate BrC=1C=C(C=CC1)C(C(=O)OC)(CCO[Si](C)(C)C(C)(C)C)C